4-(4-((6-methoxypyridin-3-yl)oxy)piperidin-1-yl)-5-methyl-6-(pyridin-3-yl)pyrimidine COC1=CC=C(C=N1)OC1CCN(CC1)C1=NC=NC(=C1C)C=1C=NC=CC1